FC(C(=O)O)(F)F.COC1=CC=2C3=C(C(=NC2C=C1OCCCN1CCCC1)C)CCCCN3 1-[3-({10-methoxy-6-methyl-1H,2H,3H,4H,5H-azepino[3,2-c]quinolin-9-yl}oxy)propyl]pyrrolidine trifluoroacetate